(tri(4-bromophenyl)silyl)naphthalene BrC1=CC=C(C=C1)[Si](C1=CC=C(C=C1)Br)(C1=CC=C(C=C1)Br)C1=CC=CC2=CC=CC=C12